CN1N=NC(=C1)C1=C2C=NN(C2=C(C=C1)C1=CC=C(N=N1)NC1C[C@H]2CC[C@@H](C1)N2C(=O)OC(C)(C)C)COCC[Si](C)(C)C tert-butyl (1R,3s,5S)-3-((6-(4-(1-methyl-1H-1,2,3-triazol-4-yl)-1-((2-(trimethylsilyl) ethoxy)methyl)-1H-indazol-7-yl)pyridazin-3-yl)amino)-8-azabicyclo[3.2.1]octane-8-carboxylate